ClC=1C=CC=C(C1)C=1C(=NC(=NC1)NC1=CC=C(C=C1)N1CCN(CC1)C)NNS(=O)(=O)C1CC1 5-Chloro-N4-(3-Cyclopropylsulfonamido)phenyl-N2-[4-(4-methylpiperazin-1-yl)phenyl]pyrimidine-2,4-diamine